water chlorate Cl(=O)(=O)O.O